N-((5-chloro-6-((3,3-difluorocyclobutyl)methoxy)-1H-indol-2-yl)methyl)-1-methylcyclopropane-1-carboxamide ClC=1C=C2C=C(NC2=CC1OCC1CC(C1)(F)F)CNC(=O)C1(CC1)C